5-(4-(3-oxa-8-azabicyclo[3.2.1]oct-8-yl)-6-((S)-3-methylmorpholino)-1,3,5-triazin-2-yl)-4-(difluoromethyl)pyridin-2-amine C12COCC(CC1)N2C2=NC(=NC(=N2)N2[C@H](COCC2)C)C=2C(=CC(=NC2)N)C(F)F